The molecule is an aldonolactone obtained by formal oxidation of the anomeric position of any aldopyranose. It is an aldonolactone and a delta-lactone. C(C1C(C(C(C(=O)O1)O)O)O)O